O=C1NC2=C(N1)C=CC(=C2)C=2C=C(C=NC2)NCC2=C(C(=O)N)C=CC=C2 (((5-(2-Oxo-2,3-dihydro-1H-benzo[d]imidazol-5-yl)pyridin-3-yl)amino)methyl)benzamide